CONCCC(=O)O N-methoxy-β-aminopropionic acid